8-fluoro-7-((4-(2-fluoro-6-(methylcarbamoyl)pyridin-3-yl)piperazin-1-yl)methyl)-3-methylpyrazolo[1,5-a]quinoxalin-4(5H)-one FC1=C(C=C2NC(C=3N(C2=C1)N=CC3C)=O)CN3CCN(CC3)C=3C(=NC(=CC3)C(NC)=O)F